2-(2-{cyclooctyl-[(3-methylisoxazole-4-carbonyl)amino]methyl}-4-fluoro-1H-benzoimidazol-5-yl)-2-phenylacetic acid ethyl ester C(C)OC(C(C1=CC=CC=C1)C1=C(C2=C(NC(=N2)C(NC(=O)C=2C(=NOC2)C)C2CCCCCCC2)C=C1)F)=O